FC(C=1N=C2N(C(=CC=C2)NC2CCC(CC2)NC(=O)C2=CC=NO2)C1)(F)F N-[(1s,4s)-4-{[2-(trifluoromethyl)imidazo[1,2-a]pyridin-5-yl]amino}cyclohexyl]-1,2-oxazole-5-carboxamide